(Isopropylsulfonyl)acetonitrile C(C)(C)S(=O)(=O)CC#N